FC1=CC=C(C=C1)CC1CNC1 3-[(4-fluorophenyl)methyl]azetidine